C(C)(C)(C)OC(=O)C1=CC=CC2=CC=CC(=C12)C 8-methylnaphthalene-carboxylic acid tert-butyl ester